FC=1C=CC(=C(C=O)C1)SC 5-Fluoro-2-(methylthio)benzaldehyde